FC(C1=C(C=C(C=N1)C1=NCC(SC2=C1C=CC=C2F)(C)C)C)F 5-(6-(difluoromethyl)-5-methylpyridin-3-yl)-9-fluoro-2,2-dimethyl-2,3-di-hydrobenzo[f][1,4]thiazepine